1-((S)-1-(2-cyclopropylpyrimidin-5-yl)ethyl)-4-oxo-6-((1S,2S)-2-(pyrimidin-2-yl)cyclobutyl)-4,5-dihydro-1H-pyrazolo[3,4-d]pyrimidine-3-carbonitrile C1(CC1)C1=NC=C(C=N1)[C@H](C)N1N=C(C2=C1N=C(NC2=O)[C@@H]2[C@H](CC2)C2=NC=CC=N2)C#N